C1(CC1)C=1C=C(C=CC1)C=1C=C(C(=NC1)C(=O)N1CCC(CC1)OC1CCN(CC1)CC(=O)N1CCN(CC1)C(C1=C(C=CC(=C1)CC1=NNC(C2=CC=CC=C12)=O)F)=O)NC(C)=O N-[5-(3-cyclopropylphenyl)-2-[4-[[1-[2-[4-[2-fluoro-5-[(4-oxo-3H-phthalazin-1-yl)methyl]benzoyl]piperazin-1-yl]-2-oxo-ethyl]-4-piperidyl]oxy]piperidine-1-carbonyl]-3-pyridyl]acetamide